5-((6-ethyl-4-hydroxy-2-methyl-3,4-dihydroquinolin-1(2H)-yl)sulfonyl)-2-((tetrahydro-2H-pyran-4-yl)methoxy)benzyl Alcohol C(C)C=1C=C2C(CC(N(C2=CC1)S(=O)(=O)C=1C=CC(=C(CO)C1)OCC1CCOCC1)C)O